ethyl 3-[2-bromo-5-(3,5-dimethyl-2,6-dioxo-4-thioxo-1,3,5-triazinan-1-yl)-4-fluoro-phenyl]-5-methyl-4H-isoxazole-5-carboxylate BrC1=C(C=C(C(=C1)F)N1C(N(C(N(C1=O)C)=S)C)=O)C1=NOC(C1)(C(=O)OCC)C